1-(4-chlorophenyl)-3-(4-(methoxycarbonyl)phenyl)cyclopentane-1-carboxylic acid ClC1=CC=C(C=C1)C1(CC(CC1)C1=CC=C(C=C1)C(=O)OC)C(=O)O